17-Docosenoic acid C(CCCCCCCCCCCCCCCC=CCCCC)(=O)O